N[C@@H]1[C@H](CCC1)NC1=NC=C2C=C(N=C(C2=C1)NC(C)C)C#N 7-(((1S,2S)-2-aminocyclopentyl)amino)-1-(isopropylamino)-2,6-naphthyridine-3-carbonitrile